N-(2'-chloro-3'-(5-(((2-hydroxypropyl)amino)methyl)-6-methoxypyridin-2-yl)-2-methyl-[1,1'-biphenyl]-3-yl)-1,3-dimethyl-2,4-dioxo-1,2,3,4-tetrahydropyrimidine-5-carboxamide ClC1=C(C=CC=C1C1=NC(=C(C=C1)CNCC(C)O)OC)C1=C(C(=CC=C1)NC(=O)C=1C(N(C(N(C1)C)=O)C)=O)C